N1C=NC(=C1)C1=C2CCN(C2=CC=C1)C(CNC1=C(C=CC(=C1)C=1OC(=CC1)C)C)=O 1-(4-(1H-imidazol-4-yl)indolin-1-yl)-2-((2-methyl-5-(5-methylfuran-2-yl)phenyl)amino)ethan-1-one